BrC1=C(C=CC=C1)C1=NC2=CC=C3C(=C2C=2CCCCC12)C=CN3 7-(2-bromophenyl)-8,9,10,11-tetrahydro-3H-pyrrolo[3,2-a]phenanthridine